3-(2,3-dimethylphenyl)-1H-indole-5-carboxylic acid CC1=C(C=CC=C1C)C1=CNC2=CC=C(C=C12)C(=O)O